3-(pyrazin-2-yl)propanoate N1=C(C=NC=C1)CCC(=O)[O-]